di-(4-chlorophenyl) diselenide ClC1=CC=C(C=C1)[Se][Se]C1=CC=C(C=C1)Cl